2-(3-Chloro-4-(6-((4-chloro-2-fluorobenzyl)oxy)pyridin-2-yl)phenyl)acetic acid ClC=1C=C(C=CC1C1=NC(=CC=C1)OCC1=C(C=C(C=C1)Cl)F)CC(=O)O